CIS-8-(dimethylamino)-8-(3-(trifluoromethoxy)phenyl)-1,3-diazaspiro[4.5]decan-2-one CN(C1(CCC2(CNC(N2)=O)CC1)C1=CC(=CC=C1)OC(F)(F)F)C